C(C)C=1C=C2C=CC(=CC2=CC1)O 6-ethyl-2-naphthol